2-(6-methoxynaphthalen-2-yl)-N-(3-methylpyridin-2-yl)propanamide COC=1C=C2C=CC(=CC2=CC1)C(C(=O)NC1=NC=CC=C1C)C